2-Butanone (ethyl butyrate) C(C)C(C(=O)O)CC.CC(CC)=O